N-(3-(6-amino-5-(((2S,4R)-1-(but-2-ynyl)-4-fluoropyrrolidin-2-yl)methoxy)pyrimidin-4-yl)-5-fluoro-2-methylphenyl)-4-fluoroprop-yl-2-fluorobenzamide NC1=C(C(=NC=N1)C=1C(=C(C=C(C1)F)NC(C1=C(C=C(C=C1)CCCF)F)=O)C)OC[C@H]1N(C[C@@H](C1)F)CC#CC